(Z)-8-(2,4-dichlorophenyl)-9-(4-((1-(3-fluoropropyl)pyrrolidin-3-ylidene)methyl)phenyl)-6,7-dihydro-5H-benzo[7]annulene-3-carboxylic acid, hydrochloride Cl.ClC1=C(C=CC(=C1)Cl)\C=1\CCCC2=C(\C1\C1=CC=C(C=C1)C=C1CN(CC1)CCCF)C=CC(=C2)C(=O)O